C(C=C)(=O)OCCCCCCCN(CC)C1=CC=C(C=C1)N=NC1=C(C=C(C=C1)[N+](=O)[O-])C#N 7-((4-((2-cyano-4-nitrophenyl)diazenyl)phenyl)(ethyl)amino)heptyl acrylate